CN1C(N(C=2N=C(N(C2C1=O)C)S(=O)(=O)CC1=CC(=CC=C1)C1(N=NC=CC=C1)C(F)(F)F)C)=O 1,3,7-trimethyl-8-(3-(3-(trifluoromethyl)-3H-diazepin-3-yl)benzylsulfonyl)-1H-purine-2,6(3H,7H)-dione